Ethyl((4-((2-(2-hydroxypropan-2-yl)-1H-imidazol-1-yl)methyl)-4-isobutyl-[1,1'-biphenyl]-2-yl)sulfonyl)carbamate C(C)OC(NS(=O)(=O)C1=C(C=CC(C1)(CC(C)C)CN1C(=NC=C1)C(C)(C)O)C1=CC=CC=C1)=O